(3-((17-amino-3,6,9,12,15-pentaoxaheptadecyl)oxy)phenyl)-N-(5-methyl-4-(1-(2-methylbenzoyl)indol-5-yl)thiazol-2-yl)acetamide NCCOCCOCCOCCOCCOCCOC=1C=C(C=CC1)CC(=O)NC=1SC(=C(N1)C=1C=C2C=CN(C2=CC1)C(C1=C(C=CC=C1)C)=O)C